NC1=NC=C(C=N1)C=1C=C(C=CC1)[C@H](C)N1C(N=CC=C1C1=CC(=C(C=C1)Cl)F)C N-[(1S)-1-[3-(2-aminopyrimidin-5-yl)phenyl]ethyl]-6-(4-chloro-3-fluorophenyl)-2-methylpyrimidin